OCC1=CC(=C2CN(C(NC2=C1)=O)C1CCC(CC1)C(=O)NC1=CC(=C(C=C1)C)OC)C 4-[7-(hydroxymethyl)-5-methyl-2-oxo-1,4-dihydroquinazolin-3-yl]-N-(3-methoxy-4-methyl-phenyl)cyclohexanecarboxamide